ClC1=C(C=C(C=C1)F)C1NC(C2=C(C(=CC(=C12)C1=C(C(=O)N)C=C(C=C1C(F)(F)F)F)NCC(F)F)O)=O [3-(2-chloro-5-fluorophenyl)-6-[(2,2-difluoroethyl)amino]-7-hydroxy-1-oxo-2,3-dihydro-1H-isoindol-4-yl]-5-fluoro-3-(trifluoromethyl)benzamide